C(C)(C)=[Zr]C1C=CC=C1 isopropylidene(cyclopentadienyl)zirconium